(R)-7-(3-hydroxy-3-(4-(5-(trifluoromethyl)pyrimidin-2-yl)piperazine-1-carbonyl)azetidin-1-yl)-4-(trifluoromethyl)-2,5,6,7-tetrahydro-3H-cyclopenta[c]pyridazin-3-one OC1(CN(C1)[C@@H]1CCC=2C1=NNC(C2C(F)(F)F)=O)C(=O)N2CCN(CC2)C2=NC=C(C=N2)C(F)(F)F